FC1=C(C(=O)N([C@H]2CNCCC2)C2=NC=CC(=C2)\C=C\C=2C=NN(C2)C)C=CC(=C1)N1N=NC=2C1=NC=CC2 2-fluoro-N-[4-[(E)-2-(1-methylpyrazol-4-yl)vinyl]-2-pyridyl]-N-[(3R)-3-piperidyl]-4-(triazolo[4,5-b]pyridin-3-yl)benzamide